silver acetate salt C(C)(=O)[O-].[Ag+]